Cl.C(C)OC(C(CC(C)C)(C1=C(C=CC(=C1)C1=C2N=CN(C2=NC=N1)C(C)C)F)CN)=O 2-(aminomethyl)-2-(2-fluoro-5-(9-isopropyl-9H-purin-6-yl)phenyl)-4-methylpentanoic acid ethyl ester hydrochloride